C1=CC=CC=2C=CC=3C=4C=CC=CC4CC3C21 benzo-fluorene